N-(1-(phenylsulfonyl)cyclopropane-1-carbonyl)-O-((1S,3S)-3-(2-(5,6,7,8-tetrahydro-1,8-naphthyridin-2-yl)ethyl)cyclobutyl)-L-homoserine C1(=CC=CC=C1)S(=O)(=O)C1(CC1)C(=O)N[C@@H](CCOC1CC(C1)CCC1=NC=2NCCCC2C=C1)C(=O)O